1-(4-chloro-3-(trifluoromethyl)phenyl)-3-(4-(3-(pyrrolidin-1-yl)quinoxaline-6-carbonyl)phenyl)urea ClC1=C(C=C(C=C1)NC(=O)NC1=CC=C(C=C1)C(=O)C=1C=C2N=C(C=NC2=CC1)N1CCCC1)C(F)(F)F